(S,E)-2-methyl-N-propylidenepropane-2-sulfinamide CC(C)(C)[S@](=O)/N=C/CC